N,N-dimethyl-1-(6-(4,4,5,5-tetramethyl-1,3,2-dioxaborolan-2-yl)isochroman-8-yl)methanamine CN(CC=1C=C(C=C2CCOCC12)B1OC(C(O1)(C)C)(C)C)C